FC1(S(=O)(=O)C(C(C1(C(F)F)F)(F)F)F)F 2,2,3,4,4,5-hexafluoro-3-(difluoromethyl)sulfolane